BrC\C=C(\CCCC(CCCC(CCCC(C)C)C)C)/C (E)-1-bromo-3,7,11,15-tetramethylhexadec-2-ene